((1s,3s)-3-hydroxy-3-methylcyclobutyl)(7-((6-(trifluoromethyl)pyridin-2-yl)oxy)-2-azaspiro[3.5]non-2-yl)methanone OC1(CC(C1)C(=O)N1CC2(C1)CCC(CC2)OC2=NC(=CC=C2)C(F)(F)F)C